[I-].BrC=1C=C(C[NH3+])C=CC1 3-bromo-benzyl-ammonium iodide